1,4-Dimethoxynaphthalene COC1=CC=C(C2=CC=CC=C12)OC